C(C1=CC=CC=C1)NC(=CC(C(=O)OCC)=O)C(F)F ethyl 4-(benzylamino)-5,5-difluoro-2-oxopent-3-enoate